2,2'-(1,4-Phenylen)bis[5,5-dimethyl-1,3,2-dioxaborinan] C1(=CC=C(C=C1)B1OCC(CO1)(C)C)B1OCC(CO1)(C)C